C1(=CC=C(C=C1)COC1=NOC(=C1)C(=O)O)C1=CC=CC=C1 3-([1,1'-Biphenyl]-4-ylmethoxy)isoxazole-5-carboxylic acid